N1(CCCCC1)C(C)C1=CC=C(O1)C(=O)O 5-(1-(piperidin-1-yl)ethyl)furan-2-carboxylic acid